2-(2-(((1,2-diphenylethoxy)carbonyl)amino)-4-methylpentanamido)-1-hydroxy-3-(2-oxopyrrolidin-3-yl)propane-1-sulfonic acid C1(=CC=CC=C1)C(CC1=CC=CC=C1)OC(=O)NC(C(=O)NC(C(S(=O)(=O)O)O)CC1C(NCC1)=O)CC(C)C